ClC1=C(CN(C2=C(C(=NC=N2)NCC2C(CN(CC2)CC(=O)N)O)F)CC(C)C)C=CC(=C1)Cl 2-(4-(((6-((2,4-dichlorobenzyl)(isobutyl)amino)-5-fluoropyrimidin-4-yl)amino)methyl)-3-hydroxypiperidin-1-yl)acetamide